8-[3-[2-[2-[2-[2-(tert-butoxycarbonylamino)ethoxy]ethoxy]ethoxy]ethoxy]-2-(7-carboxyheptoxy)propoxy]octanoic acid C(C)(C)(C)OC(=O)NCCOCCOCCOCCOCC(COCCCCCCCC(=O)O)OCCCCCCCC(=O)O